ClC1CCC2(C(OC(C2=C1C)=O)C1=COC=C1)C 6-chloro-3-(furan-3-yl)-3a,7-dimethyl-3a,4,5,6-tetrahydroisobenzofuran-1(3H)-one